3,5-di(1H-pyrazol-4-yl)-[1,1'-biphenyl]-4-carboxylic acid N1N=CC(=C1)C=1C=C(C=C(C1C(=O)O)C=1C=NNC1)C1=CC=CC=C1